6,6-dimethoxyhexyl-lithium COC(CCCCC[Li])OC